C(C)N(C(S)=S)CC N,N-diethyldithiocarbamic acid